trans-2-nonene-1,9-dicarboxylic acid C(\C=C\CCCCCCC(=O)O)C(=O)O